(R)-5-(3-aminopiperidine-1-carboxamido)-1-(2-((2-(3-chloro-2-fluorobenzylamino)-2-oxoethyl)(cyclopropyl)amino)-2-oxoethyl)-1H-indazole-3-carboxamide N[C@H]1CN(CCC1)C(=O)NC=1C=C2C(=NN(C2=CC1)CC(=O)N(C1CC1)CC(=O)NCC1=C(C(=CC=C1)Cl)F)C(=O)N